(8-bromo-6-methylimidazo[1,2-a]pyrazin-2-yl)[(3R,3'R)-3'-hydroxy-1,4-dihydro-1'H,2H-spiro[isoquinoline-3,4'-piperidin]-1'-yl]methanone BrC=1C=2N(C=C(N1)C)C=C(N2)C(=O)N2C[C@H]([C@@]1(CC2)NCC2=CC=CC=C2C1)O